Tert-Butyl 4-(5-((4-(3,3-dioxido-2H-benzo[d][1,3]oxathiol-6-yl)-2-fluoro phenoxy)methyl)thiazol-2-yl)piperidine-1-carboxylate O=S1(COC2=C1C=CC(=C2)C2=CC(=C(OCC1=CN=C(S1)C1CCN(CC1)C(=O)OC(C)(C)C)C=C2)F)=O